BrC=1C=NC=C(C1C(=O)OC)\C=C\OCC methyl 3-bromo-5-[(E)-2-ethoxyethenyl]pyridine-4-carboxylate